C(#N)[C@@]1(CCOC2=CC=C(C=C12)C(=O)O)C (R)-4-cyano-4-methyl-chroman-6-carboxylic acid